BrC1=NN(C=C1)C1=CC(=C(C(=N1)NCC1=C(C=C(C=C1)OC)OC)N)N1CCOCC1 6-(3-bromo-1H-pyrazol-1-yl)-N2-(2,4-dimethoxybenzyl)-4-morpholinopyridine-2,3-diamine